NC1(CCN(CC1)C=1N=C(C2=C(N1)N(C=C2C2=C(C1=CN(N=C1C=C2)C([2H])([2H])[2H])Cl)COCC[Si](C)(C)C)C#N)C2=CC=CC=C2 2-(4-amino-4-phenylpiperidin-1-yl)-5-(4-chloro-2-(methyl-d3)-2H-indazol-5-yl)-7-((2-(trimethylsilanyl)ethoxy)methyl)-7H-pyrrolo[2,3-d]pyrimidine-4-carbonitrile